6-[4-fluoro-2-(1,2,3,6-tetrahydropyridin-4-yl)-1,3-benzothiazol-6-yl]-2-methylimidazo[1,2-b]pyridazine FC1=CC(=CC2=C1N=C(S2)C=2CCNCC2)C=2C=CC=1N(N2)C=C(N1)C